6-((3-aminotetra-hydrofuran-3-yl)methyl)-7-bromo-N-(pyridin-4-ylmethyl)thieno[3,2-d][1,2,3]triazin-4-amine NC1(COCC1)CC1=C(C=2N=NN=C(C2S1)NCC1=CC=NC=C1)Br